(2S,3R)-4,4-difluoro-2-[(3'-fluoro[1,1'-biphenyl]-3-yl)methyl]-3-[(methylsulfonyl)amino]pyrrolidine-1-carboxylic acid tert-butyl ester C(C)(C)(C)OC(=O)N1[C@H]([C@H](C(C1)(F)F)NS(=O)(=O)C)CC=1C=C(C=CC1)C1=CC(=CC=C1)F